NC=1C(=C(C=CC1)S(=O)(=O)NC=1SC(=C(N1)C1=C(C=CC=C1)C(F)(F)F)C1=CC(=CC=C1)[C@@H]1C[C@@H](CC1)OC(F)(F)F)F 3-amino-2-fluoro-N-(5-(3-((1S,3R)-3-(trifluoromethoxy)cyclopentyl)phenyl)-4-(2-(trifluoromethyl)phenyl)thiazol-2-yl)benzenesulfonamide